6-(4-Benzyloxy-6-methyl-2,3-dihydrobenzofuran-5-yl)-4-methyl-3-methylsulfanyl-1,2,4-triazin C(C1=CC=CC=C1)OC1=C(C(=CC2=C1CCO2)C)C2=CN(C(N=N2)SC)C